methyl-7-formyl-2-(4-methoxybenzyl)-8-(naphthalen-1-ylmethyl)-6-oxo-9-(3-(trifluoromethyl)phenyl)-3,4-dihydro-2H,6H-pyrido[1,2-e][1,2,5]thiadiazine-4-carboxylate 1,1-dioxide CC1N(S(C=2N(C1C(=O)[O-])C(C(=C(C2C2=CC(=CC=C2)C(F)(F)F)CC2=CC=CC1=CC=CC=C21)C=O)=O)(=O)=O)CC2=CC=C(C=C2)OC